C1(CC1)N1N=CC(=C1)[C@H]1O[C@H](CN(C1)C1=CC2=C(N=C(N(C2=O)C)C)C(=N1)C1=C(C#N)C=C(C=C1)F)C 2-(6-((2r,6s)-2-(1-cyclopropyl-1H-pyrazol-4-yl)-6-methylmorpholino)-2,3-dimethyl-4-oxo-3,4-dihydropyrido[3,4-d]pyrimidin-8-yl)-5-fluorobenzonitrile